C(CCC)P n-butylphosphine